ClC1=C(C=C2C(=N1)C(CC2)(C)C)C#N 2-chloro-7,7-dimethyl-6,7-dihydro-5H-cyclopenta[b]pyridine-3-carbonitrile